tetrabenzyl ((4aR,10aR)-1-propyl-1,2,3,4,4a,5,10,10a-octahydrobenzo[g]quinoline-6,7-diyl) bis(phosphate) P(=O)(OCC1=CC=CC=C1)(OCC1=CC=CC=C1)OC1=C(C=CC2=C1C[C@H]1CCCN([C@@H]1C2)CCC)OP(=O)(OCC2=CC=CC=C2)OCC2=CC=CC=C2